(R)-N-(2,3-dihydroxypropyl)-6-(2-(4-fluorophenyl)-1H-pyrrolo[2,3-b]pyridin-5-yl)picolinamide O[C@H](CNC(C1=NC(=CC=C1)C=1C=C2C(=NC1)NC(=C2)C2=CC=C(C=C2)F)=O)CO